(1S,3S,5R)-N-((R)-1-(4-carbamimidoylthiophen-2-yl)ethyl)-2-((4-(4-fluorophenoxy)benzoyl)glycyl)-5-(hydroxymethyl)-2-azabicyclo[3.1.0]hexane-3-carboxamide C(N)(=N)C=1C=C(SC1)[C@@H](C)NC(=O)[C@H]1N([C@H]2C[C@]2(C1)CO)C(CNC(C1=CC=C(C=C1)OC1=CC=C(C=C1)F)=O)=O